FC=1C(=NC(=NC1)N)C1=CC2=C(N=C3N2C2(CC2)CC3)C(=C1)F 5-fluoro-4-(5-fluoro-2,3-dihydrospiro[benzo[d]pyrrolo[1,2-a]imidazole-1,1'-cyclopropane]-7-yl)pyrimidine-2-amine